Ethyl 8-bromo-imidazo[3,2-a]pyrazine-6-carboxylate BrC=1C=2N(C=C(N1)C(=O)OCC)C=CN2